tert-Butyl {1-[1-(cyclohexylmethyl)-5-oxo-4,5-dihydro-1H-pyrazol-3-yl]ethyl}methylcarbamate C1(CCCCC1)CN1N=C(CC1=O)C(C)N(C(OC(C)(C)C)=O)C